BrC1=C(N=C(N=N1)NC[C@@H]1OCCC1)C (R)-6-bromo-5-methyl-N-((tetrahydrofuran-2-yl)methyl)-1,2,4-triazin-3-amine